2-(3-(oct-3-yn-1-yloxy)-5-pentadecylphenoxy)ethan-1-ol C(CC#CCCCC)OC=1C=C(OCCO)C=C(C1)CCCCCCCCCCCCCCC